CC1=C(C(=O)O)C=C(C=C1C(=O)O)C(=O)O.O=C1NC(CCC1C1=CC=C(C=C1)C1CCN(CC1)CC(=O)N1CC(C1)C=1N=C2N(C=C(C(=C2)OC(C)C)NC(=O)C2=NC(=CC=C2)C(F)(F)F)C1)=O N-[2-[1-[2-[4-[4-(2,6-dioxo-3-piperidyl)phenyl]-1-piperidyl]acetyl]azetidin-3-yl]-7-isopropoxy-imidazo[1,2-a]pyridin-6-yl]-6-(trifluoromethyl)pyridine-2-carboxamide methyl-trimesate